(5Z,9Z)-farnesylacetone C(C=C(C)CCC=C(C)CCC=C(C)C)CC(C)=O